FC(C(=O)O)(F)F.NC1CCC(CC1)SC=1C=C(CN2CCC(CC2)C2=CC=C3C(=NN(C3=C2)C)N2C(NC(CC2)=O)=O)C=CC1 1-(6-(1-(3-(((1r,4r)-4-Aminocyclohexyl)thio)benzyl)piperidin-4-yl)-1-methyl-1H-indazol-3-yl)dihydropyrimidine-2,4(1H,3H)-dione trifluoroacetate